N1=CC(=CC=C1)C1=CN=C2C(=N1)N(CCN2)CCC2CCOCC2 7-(pyridin-3-yl)-1-(2-(tetrahydro-2H-pyran-4-yl)ethyl)-3,4-dihydropyrazino[2,3-b]pyrazin